C(C)(C)(C)N1N=C(C(=C1C)O)C1=CC=CC=C1 1-(tert-Butyl)-5-methyl-3-phenyl-1H-pyrazole-4-ol